FC1=C(CN2[C@@H](CCC2=O)CC(=O)NC(C(=O)NCC=2C=C(C(=O)OC)C=CC2)C(C)C)C=CC=C1F Methyl 3-((2-(2-((S)-1-(2,3-difluorobenzyl)-5-oxopyrrolidin-2-yl)acetamido)-3-methylbutanamido)methyl)benzoate